CN(C)C(COCCO)(CCCO)O dimethylaminohydroxypropyl-diethyleneglycol